(S)-3-((tert-butyldiphenylsilyl)oxy)-N-methoxy-N-methylbutanamide [Si](C1=CC=CC=C1)(C1=CC=CC=C1)(C(C)(C)C)O[C@H](CC(=O)N(C)OC)C